[2-methyl-4-[[3-[3-(trifluoromethyl)-1H-pyrazol-4-yl]imidazo[1,2-a]pyrazin-8-yl]amino]phenyl]-piperazin-1-ylmethanone CC1=C(C=CC(=C1)NC=1C=2N(C=CN1)C(=CN2)C=2C(=NNC2)C(F)(F)F)C(=O)N2CCNCC2